C(C)(=O)[O-].C(CC)[NH+]1C(=CC=C1)CC 1-Propyl-2-ethylpyrrolium acetate